C(C1=CC=CC=C1)N1CCC(CC1)C1=CC=C2C(=N1)CN(C2=O)C(C(=O)O)CCC(=O)O 2-(2-(1-Benzylpiperidin-4-yl)-5-oxo-5H-pyrrolo[3,4-b]pyridin-6(7H)-yl)glutaric acid